2,5-di-(tert-butylperoxy)hexaneN C(C)(C)(C)OOC(=C)CCC(C)OOC(C)(C)C